N1=CC(=CC=C1)CN1C[C@@](CC1)(CCC=1SC=CC1)CO (S)-(1-(PYRIDIN-3-ylmethyl)-3-(2-(thiophen-2-yl)ethyl)pyrrolidin-3-yl)methanol